CO\N=C/1\C(=C(CCC1)C)C1=CC=C(C2=CC=CC=C12)C1=CC=CC=C1 (E)-3-methyl-2-(4-phenylnaphthalen-1-yl)cyclohex-2-en-1-one-O-methyloxime